O=C1NC(CCC1N1C(C2=CC=C(C=C2C1=O)N([C@H]1[C@@H](CCC1)N1CCCCC1)C)=O)=O 2-(2,6-dioxopiperidin-3-yl)-5-(methyl((1R,2R)-2-(piperidin-1-yl)cyclopentyl)amino)isoindoline-1,3-dione